5-(2-{2-[(1,2,3,4-Tetrahydro-1,8-naphthyridin-1-carbonyl)amino]phenyl}-ethynyl)pyridin N1(CCCC2=CC=CN=C12)C(=O)NC1=C(C=CC=C1)C#CC=1C=CC=NC1